1,3,5-tris-(3,5-di-tert.-butyl-4-hydroxybenzyl)-1,3,5-triazine-2,4,6(1H,3H,5H)-trione C(C)(C)(C)C=1C=C(CN2C(N(C(N(C2=O)CC2=CC(=C(C(=C2)C(C)(C)C)O)C(C)(C)C)=O)CC2=CC(=C(C(=C2)C(C)(C)C)O)C(C)(C)C)=O)C=C(C1O)C(C)(C)C